(E)-4-(4-(difluoromethoxy)phenyl)-5-(2-ethoxyvinyl)-2-(2-methyl-2H-indazol-5-yl)-6-nitropyridazin-3(2H)-one FC(OC1=CC=C(C=C1)C=1C(N(N=C(C1\C=C\OCC)[N+](=O)[O-])C1=CC2=CN(N=C2C=C1)C)=O)F